N-(4-chloro-2-fluorobenzyl)-1-cyclopropyl-6-fluoro-4-oxo-7-(1-piperazinyl)-1,4-dihydroquinoline-3-carboxamide ClC1=CC(=C(CNC(=O)C2=CN(C3=CC(=C(C=C3C2=O)F)N2CCNCC2)C2CC2)C=C1)F